methyl (1R,2S,3S,5S)-N-(3-methylsulfonyloxypropyl)-3-(4-iodophenyl)-8-azabicyclo[3.2.1]octane-2-carboxylate CS(=O)(=O)OCCCN1[C@H]2[C@H]([C@H](C[C@@H]1CC2)C2=CC=C(C=C2)I)C(=O)OC